FC1([C@@H]([C@H](CCC1)O[C@@H]1[C@@H](CN(CC1)C(C)C)F)NC(CC1=C(C(=NC=C1)C1=CC(=CC(=C1)F)F)OC(F)F)=O)F N-((1R,6S)-2,2-difluoro-6-(((3R,4S)-3-fluoro-1-isopropylpiperidin-4-yl)oxy)cyclohexyl)-2-(3-(difluoromethoxy)-2-(3,5-difluorophenyl)pyridin-4-yl)acetamide